(1S,2S)-N-[3-(2-fluoro-6-methoxyphenyl)-1H-pyrrolo[2,3-b]pyridin-6-yl]-2-[(4-methylpiperazin-1-yl)methyl]cyclopropane-1-carboxamide FC1=C(C(=CC=C1)OC)C1=CNC2=NC(=CC=C21)NC(=O)[C@@H]2[C@H](C2)CN2CCN(CC2)C